COC=1C=C(C=C(C1)OC)C=CC1=CC=C(C=C1)[O-] 4-[2-(3,5-dimethoxyphenyl)ethenyl]phenolate